1-benzyl-2,5-dihydro-1H-pyrrole C(C1=CC=CC=C1)N1CC=CC1